4-(4-(2-chloroethyl)phenyl)-2-(2,6-difluorophenyl)-4,5-dihydrooxazole ClCCC1=CC=C(C=C1)C1N=C(OC1)C1=C(C=CC=C1F)F